CS(=O)(=O)C(C)C=1C=CC(=NC1)N1N=CC(=C1)C1=NC=2C(=NC=CC2)N1 (1-(5-(1-(methylsulfonyl)ethyl)pyridin-2-yl)-1H-pyrazol-4-yl)-3H-imidazo[4,5-b]pyridine